Benzyl (2R)-4-(9-chloro-10-(2,4-difluorophenyl)-5-oxo-2,3-dihydro-5H-[1,4]thiazino[2,3,4-ij]quinazolin-7-yl)-2-((methylsulfonyl)methyl)piperazine-1-carboxylate ClC=1C=C2C(=NC(N3C2=C(C1C1=C(C=C(C=C1)F)F)SCC3)=O)N3C[C@@H](N(CC3)C(=O)OCC3=CC=CC=C3)CS(=O)(=O)C